S(=O)(=O)(O)O[C@@H]1CC2=CC[C@H]3[C@@H]4CC[C@H]([C@@H](CCCC(C)(C)O)C)[C@]4(CC[C@@H]3[C@]2(CC1)C)C 5-Cholesten-3β,25-diol 3-sulphate